COCC(OC1=CC(=CC=2N1C(=CN2)C#N)C=2N=NN(C2C)C2CCNCC2)C2=NC=CC=C2 5-[2-Methoxy-1-(2-pyridyl)ethoxy]-7-[5-methyl-1-(4-piperidyl)triazol-4-yl]imidazo[1,2-a]pyridine-3-carbonitrile